1-(3-chloropropyl)-benzimidazol-2-one ClCCCN1C(NC2=C1C=CC=C2)=O